(4-(3-(4-(4-((1-(2-(2,6-dioxopiperidin-3-yl)-1,3-dioxoisoindolin-5-yl)piperidin-4-yl)methyl)piperazin-1-yl)phenoxy)-6-hydroxybenzo[b]thiophen-2-yl)phenyl)boronic acid O=C1NC(CCC1N1C(C2=CC=C(C=C2C1=O)N1CCC(CC1)CN1CCN(CC1)C1=CC=C(OC=2C3=C(SC2C2=CC=C(C=C2)B(O)O)C=C(C=C3)O)C=C1)=O)=O